The molecule is a glucosamine phosphate. It has a role as an Escherichia coli metabolite. It derives from an alpha-D-glucosamine. It is a conjugate acid of an alpha-D-glucosamine 1-phosphate(1-). C([C@@H]1[C@H]([C@@H]([C@H]([C@H](O1)OP(=O)(O)O)N)O)O)O